3-bromo-4-(4-chlorophenoxy)-N-methylbenzenesulfonamide BrC=1C=C(C=CC1OC1=CC=C(C=C1)Cl)S(=O)(=O)NC